(Z)-N-((2-((1-acetyl-3-oxoindolin-2-ylidene)-methyl)quinolin-6-yl)methyl)-acetamide C(C)(=O)N1\C(\C(C2=CC=CC=C12)=O)=C/C1=NC2=CC=C(C=C2C=C1)CNC(C)=O